ClC1=C2C=CC=NC2=C(C=C1)OCC(=O)OCC Ethyl (5-chloro-8-quinolinoxy)acetate